CC1(CC1)NC1=CC(=NC2=CN=CC=C12)C1=CC=NC=C1 N-(1-methylcyclopropyl)-2-(pyridin-4-yl)-1,7-naphthyridin-4-amine